[2H,3H-[1,4]dioxino[2,3-b]pyridine-7-sulfonyl]-1H,2H,3H,4H,5H,6H-pyrrolo[3,4-c]pyrrole-2-carboxylic acid tert-butyl ester C(C)(C)(C)OC(=O)N1C(C=2CNCC2C1)S(=O)(=O)C=1C=C2C(=NC1)OCCO2